ditungsten carbide C(=[W])=[W]